N-(2-((2-amino-4-cyanophenyl)amino)ethyl)acetamide NC1=C(C=CC(=C1)C#N)NCCNC(C)=O